NC1=CC=CC(=N1)S(=O)(=O)NC(=O)C=1C(=NC(=CC1)C=1CCN(CC1)C(C(C)C)=O)OC1=C(C=C(C=C1C)C)C N-[(6-Amino-2-pyridyl)sulfonyl]-6-[1-(2-methylpropanoyl)-3,6-dihydro-2H-pyridin-4-yl]-2-(2,4,6-trimethylphenoxy)pyridin-3-carboxamid